FC(C(O)C=1NC=C(N1)[C@H](C)C1=CC=NC=C1)(F)F 2,2,2-Trifluoro-1-(4-((R)-1-(pyridin-4-yl)ethyl)-1H-imidazol-2-yl)ethan-1-ol